[Ca].COC1=C(C(=CC=C1)OC)N1C(=NC=2C1=NC(=CN2)NS(=O)(=O)C)C2=NC(=CC=C2)OCC N-(1-(2,6-dimethoxyphenyl)-2-(6-ethoxypyridin-2-yl)-1H-imidazo[4,5-b]pyrazin-6-yl)methanesulfonamide calcium salt